4,5-diethyl-6-methyl-isophthalaldehyde C(C)C1=C(C=C(C=O)C(=C1CC)C)C=O